N'-hydroxy-4-(trifluoromethoxy)benzamidine ON=C(C1=CC=C(C=C1)OC(F)(F)F)N